methyl 4,4-difluoroacetoacetate FC(C(CC(=O)OC)=O)F